C(CCC=C)OCC(CO)O 3-(4-pentenyloxy)-1,2-propanediol